1-(2,4-difluorophenyl)-3-(4-fluorophenyl)-4,5-dihydro-1H-pyrazole-5-carboxylate FC1=C(C=CC(=C1)F)N1N=C(CC1C(=O)[O-])C1=CC=C(C=C1)F